tetramethyl-decanediamine CC(C(C(N)(N)C)(C)C)CCCCCCC